(1R,3r,5S)-8-methyl-8-azabicyclo[3.2.1]oct-3-yl 6-fluoro-1H-indole-3-carboxylate FC1=CC=C2C(=CNC2=C1)C(=O)OC1C[C@H]2CC[C@@H](C1)N2C